FC(C#C[Si](C(C)C)(C(C)C)C(C)C)(F)C1=C(C(=NC2=CC=CC=C12)OC)C(=O)N[C@H]1CS(C=C1)(=O)=O (1,1-difluoro-3-triisopropylsilyl-prop-2-ynyl)-N-[(3R)-1,1-dioxo-2,3-dihydrothiophen-3-yl]-2-methoxyquinoline-3-carboxamide